C(CCC)(=O)OCC(=CC)O (R)-2-hydroxy-3-methyl-allyl butyrate